7-bromoheptanoic acid-undecyl ester C(CCCCCCCCCC)OC(CCCCCCBr)=O